C(C(C)C)N1C(OC2=C(C1=O)CC(C2)(C)C)C2=CC=CC=C2 3-isobutyl-6,6-dimethyl-2-phenyl-2,3,6,7-tetrahydrocyclopenta[1,3]oxazin-4(5H)-one